COC=1C=C(C=CC1[N+](=O)[O-])N (3-methoxy-4-nitrophenyl)-amine